C(C=C)(=O)OCCCCCCCCCCCCCCCCC[SiH2]C(Br)Br acryloyloxyheptadecyl-dibromomethylsilane